(3S,4S)-1-[(3S)-7-(ethylamino)-5-fluoro-3-methyl-2-oxo-dihydro-indol-3-yl]-4-phenyl-piperidine-3-carboxamide C(C)NC=1C=C(CC2[C@](C(NC12)=O)(C)N1C[C@H]([C@H](CC1)C1=CC=CC=C1)C(=O)N)F